NCC1(CCN(CC1)C=1C(NC(=CN1)SC1=C(C(=NC=C1)OC)Cl)=O)C 3-(4-(Aminomethyl)-4-methylpiperidin-1-yl)-6-((3-chloro-2-methoxypyridin-4-yl)thio)-pyrazin-2(1H)-on